(E)-2-((2-amino-6-(2-((tert-butoxycarbonyl)amino) acetamido)pyridin-3-yl)diazenyl)phenyl acetate C(C)(=O)OC1=C(C=CC=C1)\N=N\C=1C(=NC(=CC1)NC(CNC(=O)OC(C)(C)C)=O)N